racemic-6-chloro-8-[(1S,2S)-2-[5-(difluoromethoxy)-2-pyridyl]cyclopropyl]imidazo[1,2-b]pyridazine ClC=1C=C(C=2N(N1)C=CN2)[C@@H]2[C@H](C2)C2=NC=C(C=C2)OC(F)F |r|